N1=CC(=CC=C1)CC1N2CCC(C1OC1=CC=C(N=N1)C1=CC3=C(N=C(S3)N)C=C1)CC2 trans-6-[6-[2-(3-pyridylmethyl)quinuclidin-3-yl]oxypyridazin-3-yl]-1,3-benzothiazol-2-amine